ethyl-3-hydroxyspiro[cyclohexane-1,1'-inden] C(C)C=1C2(C3=CC=CC=C3C1)CC(CCC2)O